2-((3-((4-iodo-5-methyl-1H-pyrazol-1-yl)methyl)-5,7-dimethyladamantan-1-yl)thio)ethanol IC=1C=NN(C1C)CC12CC3(CC(CC(C1)(C3)C)(C2)C)SCCO